2-(2-methyl-4H-benzopyran-4-ylidene)malononitrile CC=1OC2=C(C(C1)=C(C#N)C#N)C=CC=C2